ClC1=NC(=C(C(=C1C(=O)O)C1=CC=NC=C1)OC)C 2-chloro-5-methoxy-6-methyl-4,4-bipyridin-3-carboxylic acid